6-bromo-8-(4-{tert-butyl}phenyl)imidazo[1,2-a]pyrazine BrC=1N=C(C=2N(C1)C=CN2)C2=CC=C(C=C2)C(C)(C)C